tert-butyl 2-(1-(1-(2,6-dioxopiperidin-3-yl)-3-methyl-2-oxo-2,3-dihydro-1H-benzo[d]imidazol-5-yl)piperidin-4-yl)acetate O=C1NC(CCC1N1C(N(C2=C1C=CC(=C2)N2CCC(CC2)CC(=O)OC(C)(C)C)C)=O)=O